C(C1=CC=CC=C1)NC(CC1=NC=C(C=C1)C1=CC=C(C=C1)OC1CC(C1)N1CCOCC1)=O N-benzyl-2-(5-(4-((1s,3s)-3-morpholinocyclobutoxy)phenyl)pyridin-2-yl)acetamide